FC1(CC2(C1)CC(C2)N2N=C(C1=C2[C@@H]([C@H]([C@H]1O)F)F)C(F)(F)F)F (4S,5S,6S)-1-(2,2-difluorospiro[3.3]heptan-6-yl)-5,6-difluoro-3-(trifluoromethyl)-5,6-dihydro-4H-cyclopenta[c]pyrazol-4-ol